BrC=1C=C(C(=C(C1)C(=O)N1CCCCC1)N[C@H]1CN(CC1)C(=O)C1=CN=CC2=CC=CC=C12)[N+](=O)[O-] (R)-(5-bromo-2-((1-(isoquinolin-4-carbonyl)pyrrolidin-3-yl)amino)-3-nitrophenyl)(piperidin-1-yl)methanone